(R)-8-(4-chloro-2-fluorophenyl)-6-(2,2-dimethyl-6-(1-methyl-1H-pyrazol-4-yl)morpholino)-2,3-dimethylpyrido[3,4-d]pyrimidin-4(3H)-one ClC1=CC(=C(C=C1)C1=NC(=CC2=C1N=C(N(C2=O)C)C)N2CC(O[C@@H](C2)C=2C=NN(C2)C)(C)C)F